C(C)(C)(C)C1=NC(=NO1)C(=O)NCC1=C(C=C(C=C1)C1=CC(=NC=C1)NC(=O)C1CC1)C(C)(C)C 5-(tert-butyl)-N-(2-(tert-butyl)-4-(2-(cyclopropanecarboxamido)pyridin-4-yl)benzyl)-1,2,4-oxadiazole-3-carboxamide